C=1(C(=CC=CC1)C1=CC=CC=C1)C(=O)O 2,2'-biphenyl-1-carboxylic acid